triphenylcarbon tetrakis(pentafluorophenyl)borate FC1=C(C(=C(C(=C1[B-](C1=C(C(=C(C(=C1F)F)F)F)F)(C1=C(C(=C(C(=C1F)F)F)F)F)C1=C(C(=C(C(=C1F)F)F)F)F)F)F)F)F.C1(=CC=CC=C1)[C+](C1=CC=CC=C1)C1=CC=CC=C1